(S)-2-methoxy-N-(non-4-yl)aniline COC1=C(N[C@@H](CCC)CCCCC)C=CC=C1